C1(CC1)CNCC(=O)O 2-[(CYCLOPROPYLMETHYL)AMINO]ACETIC ACID